OCCOC=1C=C(C=C(C1)S(=O)(=O)C)NC1=C(C=NC(=C1)NC(C)=O)C1=NC=C(C=C1)C(F)(F)F N-(4'-((3-(2-hydroxyethoxy)-5-(methylsulfonyl)phenyl)amino)-5-(trifluoromethyl)-[2,3'-bipyridin]-6'-yl)acetamide